4-[1-(2,6-Dioxo-3-piperidyl)-3-methyl-2-oxo-benzimidazol-5-yl]cyclohexanecarbaldehyde O=C1NC(CCC1N1C(N(C2=C1C=CC(=C2)C2CCC(CC2)C=O)C)=O)=O